4-Aminocyclohexan NC1CCCCC1